1,4-diazacycloheptan-6-ol N1CCNCC(C1)O